2-(2',4',6'-trimethoxy-5-methyl-[1,1'-biphenyl]-2-yl)propan-2-ol-1,3-13C2 COC1=C(C(=CC(=C1)OC)OC)C1=C(C=CC(=C1)C)C([13CH3])([13CH3])O